(5RS)-3-Oxo-2-(5,6,7,8-tetrahydronaphthalin-2-ylmethyl)-2,3,5,6,7,8-hexahydro[1,2,4]triazolo[4,3-a]pyridin O=C1N(N=C2N1CCCC2)CC2=CC=1CCCCC1C=C2